O1S(C=CC2=C1NC(C=C2)=O)(=O)=O [1,2]oxathiino[6,5-b]pyridine-2,2,7(8H)-trione